FC(C=1C=C(C=C(C1)C(F)(F)F)[C@@H]1N(C=C[C@H]2OC(=NO[C@H]21)CC=2SC=CC2)C(=O)OC)(F)F |o1:12,16,21| methyl (4aR*,8S*,8aS*)-8-(3,5-bis(trifluoromethyl)phenyl)-3-(thiophen-2-ylmethyl)-8,8a-dihydropyrido[4,3-e][1,4,2]dioxazine-7(4aH)-carboxylate